FC(C=1N=CC=2N(C1)C(=CN2)C2=NC=CC(=N2)N2C[C@H](CCC2)CNS(=O)(=O)C)F (S)-N-((1-(2-(6-(Difluoromethyl)imidazo[1,2-a]pyrazin-3-yl)pyrimidin-4-yl)piperidin-3-yl)methyl)methanesulfonamide